O1N=C(C2=C1C=CC=C2)C2=C(C=CC=C2)[C@H](CC2=NC(=CC=C2)C=2C=NN(C2)C)N (S)-1-[2-(Benzo[d]isoxazol-3-yl)phenyl]-2-[6-(1-methyl-1H-pyrazol-4-yl)pyridine-2-yl]ethan-1-amine